trans-4-(3,4-dihydroisoquinolin-2(1H)-yl)-5-hydroxyazepine-1-carboxylate C1N(CCC2=CC=CC=C12)C=1/C=C/N(C=CC1O)C(=O)[O-]